CCCCCCCCCCCCCCCCCCCCCCCCCCCCCCCCCCCCCCCCCCCCCCCCCCCCCCCCCCCCCCCCCCCCCCCCCCCCCCCCCCCCCCCCCCCCCCCCCCCCCCCCCC Hexahectane